ClC1=CC=2OCC3N(C2N=C1)CCC(C3)N3C(CCCC3)=O 1-(3-chloro-6,6a,7,8,9,10-hexahydrodipyrido[3,2-b:1',2'-d][1,4]oxazin-8-yl)-2-oxopiperidin